N,N-dimethyl-acetamide Ethyl-6-bromo-4-hydroxy-1-(2-morpholinoethyl)-2-oxo-1,8-naphthyridine-3-carboxylate C(C)OC(=O)C=1C(N(C2=NC=C(C=C2C1O)Br)CCN1CCOCC1)=O.CN(C(C)=O)C